C(CCCCCCC)O[C@H]1O[C@@H]([C@H]([C@H]1OCCCCCCCC)OCCCCCCCC)COC(C1=CC=CC=C1)(C1=CC=CC=C1)C1=CC=CC=C1 (2s,3r,4r,5r)-2,3,4-tris(octyloxy)-5-((trityloxy)methyl)tetrahydrofuran